tert-Butyl (R)-2-((methoxy-d3)methyl)morpholine-4-carboxylate C(OC[C@H]1CN(CCO1)C(=O)OC(C)(C)C)([2H])([2H])[2H]